ClC=1C(=C(C=CC1)NC1=C(NC2=C1C(NCC2)=O)C2=C(C=NC=C2)OCC2=NC=CN=C2)OC 3-((3-chloro-2-methoxyphenyl)amino)-2-[3-(pyrazin-2-ylmethoxy)pyridin-4-yl]-1H,5H,6H,7H-pyrrolo(3,2-c)pyridin-4-one